tert-butyl (R)-4-(3-fluoro-4-nitrophenyl)-2-methylpiperazine-1-carboxylate FC=1C=C(C=CC1[N+](=O)[O-])N1C[C@H](N(CC1)C(=O)OC(C)(C)C)C